CN1N=C(C2=CC(=CC=C12)C1CCN(CC1)C1=CC(N(C2=CC=CC=C12)C)=O)C 4-[4-(1,3-dimethyl-1H-indazol-5-yl)piperidin-1-yl]-1-methyl-2-oxo-1,2-dihydroquinoline